L-fucosyl alcohol C1([C@@H](O)[C@H](O)[C@H](O)[C@@H](O1)C)O